CNC1CN(CCC1)C=1C(=NC=NC1)O 5-(3-(methylamino)piperidin-1-yl)pyrimidin-4-ol